1-bromo-2-ethoxy-3-fluorobenzene BrC1=C(C(=CC=C1)F)OCC